methyl-(triphenyl)phosphonium hydrobromide Br.C[P+](C1=CC=CC=C1)(C1=CC=CC=C1)C1=CC=CC=C1